(3R,4R)-1-[6-[(3S,4R)-1-(1,6-dimethylpyrazolo[3,4-b]pyridin-4-yl)-3-methyl-4-piperidinyl]-5-methyl-3-pyridinyl]-3-fluoro-piperidin-4-amine CN1N=CC=2C1=NC(=CC2N2C[C@H]([C@@H](CC2)C2=C(C=C(C=N2)N2C[C@H]([C@@H](CC2)N)F)C)C)C